(1-(4-(3-(6-methoxypyridin-3-yl)-1-tosyl-1H-pyrrolo[2,3-b]pyridin-5-yl)benzyl)piperidin-3-yl)methanol COC1=CC=C(C=N1)C1=CN(C2=NC=C(C=C21)C2=CC=C(CN1CC(CCC1)CO)C=C2)S(=O)(=O)C2=CC=C(C)C=C2